(2-(2,6-dibenzhydryl-4-methylphenyl)-5-(2,4,6-triisopropylphenyl)-2,3-dihydroimidazo[1,5-a]pyridin-3-yl)gold(I) chloride C(C1=CC=CC=C1)(C1=CC=CC=C1)C1=C(C(=CC(=C1)C)C(C1=CC=CC=C1)C1=CC=CC=C1)N1C(N2C(C=CC=C2C2=C(C=C(C=C2C(C)C)C(C)C)C(C)C)=C1)[Au-]Cl